F[C@H]1CN(CC[C@H]1NC1=C2C=C(N(C2=CC=C1)CC(F)(F)F)I)C(=O)OC(C)(C)C tert-butyl (3S,4R)-3-fluoro-4-((2-iodo-1-(2,2,2-trifluoroethyl)-1H-indol-4-yl)amino)piperidine-1-carboxylate